N-(1-(1-(4-(trifluoromethyl)phenyl)-1H-pyrazolo[4,3-b]pyridin-3-yl)pyrrolidin-3-yl)propiolamide FC(C1=CC=C(C=C1)N1N=C(C2=NC=CC=C21)N2CC(CC2)NC(C#C)=O)(F)F